5-((1-oxaspiro(4.5)decan-8-yl)oxy)-1,3,4-thiadiazol-2-amine O1CCCC12CCC(CC2)OC2=NN=C(S2)N